C(C)N1N=CC=C1S(=O)(=O)Cl 1-Ethyl-1H-pyrazole-5-sulfonyl chloride